6-isopropyl-8-iodobenzo[b]naphtho[1,2-d]furan C(C)(C)C1=CC=2C=CC=CC2C=2C3=C(OC21)C(=CC=C3)I